C(C)(C)(C)NC(COC1=C(C=C(C=C1)Cl)C=O)=O N-TERT-BUTYL-2-(4-CHLORO-2-FORMYLPHENOXY)ACETAMIDE